O=C1N(CC2=CC(=CC=C12)C(=O)N1CC2=CC=CC(=C2C1)OC(F)(F)F)C1C(NC(CC1)=O)=O 3-(1-oxo-5-(4-(trifluoromethoxy)isoindoline-2-carbonyl)isoindolin-2-yl)piperidine-2,6-dione